NCCNC(CCCOC1=C(C=C(C(=C1)[N+](=O)[O-])CO)OC)=O N-(2-aminoethyl)-4-[4-(hydroxymethyl)-2-methoxy-5-nitrophenoxy]-butyramide